COC=1C=C(C=C2C(=NC=NC12)NCC1=NC(=NO1)C)C1=NC=C(C=C1)C 8-methoxy-N-[(3-methyl-1,2,4-oxadiazol-5-yl)methyl]-6-(5-methyl-2-pyridyl)quinazolin-4-amine